ClC(N(C)C)=[N+](C)C [chloro(dimethylamino)methylene]-dimethyl-ammonium